C(#N)[C@H](C[C@H]1C(NCC1)=O)NC(=O)[C@@H]1[C@H]2C([C@H]2CN1C([C@H](CC(F)F)NC(C(F)(F)F)=O)=O)(C)C (1R,2S,5S)-N-{(1S)-1-cyano-2-[(3S)-2-oxopyrrolidin-3-yl]Ethyl}-3-[(2S)-4,4-difluoro-2-(2,2,2-trifluoroacetylamino)butanoyl]-6,6-dimethyl-3-azabicyclo[3.1.0]Hexane-2-carboxamide